C1(CC1)CCOC=1C=C2CC(N3C(C2=CC1C=1SC=CN1)=CC(C(=C3)C(=O)OCC)=O)C(C)C ethyl 9-(2-cyclopropylethoxy)-6-isopropyl-2-oxo-10-(thiazol-2-yl)-6,7-dihydro-2H-pyrido[2,1-a]isoquinoline-3-carboxylate